5-chloro-N-(2-bromoethyl)-2-pyridinecarboxamide ClC=1C=CC(=NC1)C(=O)NCCBr